(2R)-N-((S)-(3-chloro-2,4-difluorophenyl)(6-(1,1-difluoroethyl)pyridin-3-yl)methyl)-2-methyl-3-oxopiperazine-1-carboxamide ClC=1C(=C(C=CC1F)[C@@H](NC(=O)N1[C@@H](C(NCC1)=O)C)C=1C=NC(=CC1)C(C)(F)F)F